C1OC[C@@H]2[C@H]1CN(C2)C2=NC=CC(=N2)NC=2N=CC1=C(N=CC(=C1C2)C(C)C)N2CC(C2)CS(=O)(=O)C N-{2-[(3aR,6aS)-hexahydro-1H-furo[3,4-c]pyrrol-5-yl]pyrimidin-4-yl}-8-[3-(methanesulfonyl-methyl)azetidin-1-yl]-5-(propan-2-yl)-2,7-naphthyridin-3-amine